1-acetyl-4-(3-(benzyloxy)-4-(difluoromethoxy)phenyl)-2,5-dihydro-1H-pyrrole-2-carboxylic acid C(C)(=O)N1C(C=C(C1)C1=CC(=C(C=C1)OC(F)F)OCC1=CC=CC=C1)C(=O)O